4-(4-(2-azaspiro[3.4]octan-2-ylmethyl)-3-methylbenzylamino)-2-(2,6-dioxopiperidin-3-yl)isoindoline-1,3-dione C1N(CC12CCCC2)CC2=C(C=C(CNC1=C3C(N(C(C3=CC=C1)=O)C1C(NC(CC1)=O)=O)=O)C=C2)C